C(C)OC[C@@H](CNC1=CC2=C(C(=N1)NC=1C=C(C=CC1)C)C(NC2)=O)NC(OC(C)(C)C)=O (R)-tert-Butyl 1-ethoxy-3-(3-oxo-4-(m-tolylamino)-2,3-dihydro-1H-pyrrolo[3,4-c]pyridin-6-ylamino)propan-2-ylcarbamate